4-chloro-3-(4-iodo-1-methyl-1H-pyrazol-5-yl)-2-naphthonitrile ClC1=C(C(=CC2=CC=CC=C12)C#N)C1=C(C=NN1C)I